O=C1NC(CCC1N1CC2=CC(=C(C=C2C1=O)C#N)C1=CC=CC=C1)=O 2-(2,6-dioxopiperidin-3-yl)-3-oxo-6-phenylisoindoline-5-carbonitrile